C=1(C(=CC(=CC1)C(=O)OC1CCCCC1)C(=O)OC1CCCCC1)C(=O)OC1CCCCC1 tricyclohexyl 1,2,4-benzenetricarboxylate